N[C@H](C(=O)O)CSCCCO (-)-(R)-2-amino-3-(3-hydroxypropylthio)propionic acid